IC1=CC=C2C(=N1)N=C(O2)N2CCN(CC2)C(=O)C2=CC=C(C=C2)C2=NOC(=N2)CC(C)(C)C (4-(5-iodooxazolo[4,5-b]pyridin-2-yl)piperazin-1-yl)(4-(5-neopentyl-1,2,4-oxadiazol-3-yl)phenyl)methanone